Cl.N[C@H]1CN(CC1)C1=C(C=C(C=C1C(F)(F)F)Br)C(=O)N1CCOCC1 (R)-(2-(3-aminopyrrolidin-1-yl)-5-bromo-3-(trifluoromethyl)phenyl)(morpholino)methanone hydrochloride